2-{3-[(3-chloro-1-methyl-1H-pyrazol-4-yl)amino]-1-methyl-1H-indazol-5-yl}propan-2-ol ClC1=NN(C=C1NC1=NN(C2=CC=C(C=C12)C(C)(C)O)C)C